6-chloro-8-(3,3-difluoro-4,4-dimethylpyrrolidin-1-yl)-3-fluoro-2-methylimidazo[1,2-b]pyridazine ClC=1C=C(C=2N(N1)C(=C(N2)C)F)N2CC(C(C2)(C)C)(F)F